CS1(=NC=2C(=CC(=CC2C(=C1)NC(C)C=1N(N=CN1)C1=NC=CC=N1)C(F)(F)F)C(F)(F)F)=O 3-methyl-3-oxo-N-[1-(2-pyrimidin-2-yl-1,2,4-triazol-3-yl)ethyl]-8,10-bis(trifluoromethyl)-3λ6-thia-2-azabicyclo[4.4.0]deca-1(6),2,4,7,9-pentaen-5-amine